C(C)(C)(C)C1=CC=C(C(C=NC2C(CCCC2)N=CC=2C(O)=CC=C(C2)C(C)(C)C)=C1)O N,N'-bis(5-t-butyl-salicylidene)-1,2-cyclohexanediamine